C(C1=CC=CC=C1)N1N=NC(=C1)C1=C(N=C2SC=CN21)C2=CC=C(C=C2)Cl 5-(1-Benzyl-1H-1,2,3-triazol-4-yl)-6-(4-chlorophenyl)imidazo[2,1-b]thiazol